ClC=1C=CC=C2C=CC=C(C12)N1CC=2N=C(N=C(C2CC1)N1C[C@@H](N(CC1)C(C=C)=O)CC#N)OC[C@H]1CN(CC1)C 2-[(2S)-4-[7-(8-chloro-1-naphthyl)-2-[[(3R)-1-methylpyrrolidin-3-yl]methoxy]-6,8-dihydro-5H-pyrido[3,4-d]pyrimidin-4-yl]-1-prop-2-enoyl-piperazin-2-yl]acetonitrile